NC=1SC2=C(N1)C=C(C=C2)C(F)(F)F 2-amino-5-trifluoromethyl-benzothiazole